NC1=CC=C(C=C1)S(=O)(=O)[O-] para-aminoBenzenesulfonate